C(C)(C)NC1=NC(=CC2=C1N=C(N=C2)N[C@@H]2CN1CCC2CC1)C#N (S)-8-(isopropylamino)-2-(quinuclidin-3-ylamino)pyrido[3,4-d]pyrimidine-6-carbonitrile